Tris(ethylmethylamino)gallium C(C)N(C)[Ga](N(CC)C)N(CC)C